ethyl dispiro[2.0.24.13]heptane-7-carboxylate C1CC12C1(CC1)C2C(=O)OCC